O=C1NC(CCC1N1C(C2=CC=C(C=C2C1)O[C@@H]1CN(C[C@H]1F)CC=1C(=NC2=CC=CC=C2C1)C#N)=O)=O (((3R,4R)-3-((2-(2,6-Dioxopiperidin-3-yl)-1-oxoisoindol-5-yl)oxy)-4-fluoropyrrolidin-1-yl)methyl)quinoline-2-carbonitrile